1-((1R,5S)-6-(6,8-difluoro-7-(8-chloro-7-fluoronaphthalen-1-yl)-2-((tetrahydro-1H-pyrrolizin-7a(5H)-yl)methoxy)quinazolin-4-yl)-2,6-diazabicyclo[3.2.0]hept-2-yl)prop-2-en-1-one FC=1C=C2C(=NC(=NC2=C(C1C1=CC=CC2=CC=C(C(=C12)Cl)F)F)OCC12CCCN2CCC1)N1[C@H]2CCN([C@@H]2C1)C(C=C)=O